6-(bromomethyl)pyridazine-3-carboxylic acid ethyl ester C(C)OC(=O)C=1N=NC(=CC1)CBr